Cl.NC=1C=C(C=CC1OC)B(O)O 3-AMINO-4-METHOXYPHENYLBORONIC ACID HCL